N1C(=NC=C1)S(=O)(=O)N1C[C@H](CC1)C(=O)N1CCN(CC1)C1=CC=NC2=CC=C(C=C12)F (S)-(1-((1H-imidazol-2-yl)sulfonyl)pyrrolidin-3-yl)(4-(6-fluoroquinolin-4-yl)piperazin-1-yl)methanone